P(=O)(=O)P phospho-phosphine